N1(C=CC2=CC=CC=C12)CCCCCC(=O)[O-] indole-1-hexanoate